2-amino-6-fluoro-3H-phenol NC1C(=C(C=CC1)F)O